NC=1C=C(C=NC1OC)C=1C=C2C(=C(C=NC2=CC1)S(=O)(=O)N1CCOCC1)NC1=C(C(=O)O)C=CC=C1 2-[[6-(5-amino-6-methoxy-3-pyridyl)-3-morpholinosulfonyl-4-quinolyl]amino]benzoic acid